(4-ethynyl-2-fluorophenyl)(6-(methyl(7H-pyrrolo[2,3-d]pyrimidin-4-yl)amino)-2-azaspiro[3.3]heptan-2-yl)methanone C(#C)C1=CC(=C(C=C1)C(=O)N1CC2(C1)CC(C2)N(C=2C1=C(N=CN2)NC=C1)C)F